(S)-6-amino-2-ammoniohexanoate NCCCC[C@@H](C(=O)[O-])[NH3+]